C(C)(C)N1C(=NN=C1)C1=CC=CC(=N1)N1C(N(CC1)C1=CC(=CC=C1)C=1C=NC(=CC1)S(=O)(=O)C)=O 1-(6-(4-isopropyl-4H-1,2,4-triazol-3-yl)pyridin-2-yl)-3-(3-(6-(methylsulfonyl)pyridin-3-yl)phenyl)imidazolidin-2-one